[2,2'-bipyridine]-5,5'-dicarboxylic acid N1=C(C=CC(=C1)C(=O)O)C1=NC=C(C=C1)C(=O)O